2-chloro-9-methyl-N-(1-(3,4,5-trimethoxyphenyl)-1H-imidazol-4-yl)-9H-purin-6-amine ClC1=NC(=C2N=CN(C2=N1)C)NC=1N=CN(C1)C1=CC(=C(C(=C1)OC)OC)OC